N-[6-(4-Fluoro-benzylamino)-2-morpholin-4-yl-pyridin-3-yl]-2-(4-methoxy-phenyl)-acetamide FC1=CC=C(CNC2=CC=C(C(=N2)N2CCOCC2)NC(CC2=CC=C(C=C2)OC)=O)C=C1